FC1=CC=C(C=C1)C1=NN(C=C1C=1C2=C(N=CN1)C=C(C(=N2)NCC2=CC=C(C=C2)OC)OC)C2OCCCC2 4-[3-(4-fluorophenyl)-1-(oxan-2-yl)-1H-pyrazol-4-yl]-7-methoxy-N-[(4-methoxyphenyl)methyl]pyrido[3,2-d]pyrimidin-6-amine